4-methyl-2-(5-(morpholinomethyl)-2-oxopyridin-1(2H)-yl)pentanoic acid CC(CC(C(=O)O)N1C(C=CC(=C1)CN1CCOCC1)=O)C